3-bromo-5-(1-(4-(trifluoromethyl)phenyl)-1,2,3,4-tetrahydroquinolin-3-yl)-4,5-dihydroisoxazole BrC1=NOC(C1)C1CN(C2=CC=CC=C2C1)C1=CC=C(C=C1)C(F)(F)F